6-(3-Chloro-4-methylphenyl)-7-methyl-4-oxo-4,5-dihydropyrazolo[1,5-a]pyrazine-2-carboxylic acid ClC=1C=C(C=CC1C)C=1NC(C=2N(C1C)N=C(C2)C(=O)O)=O